1-(bromomethyl)-2-mesyl-benzene BrCC1=C(C=CC=C1)S(=O)(=O)C